BrC1=C(C=CC=C1)C1C(C(C2=CC=CC=C12)=O)C(C)C 3-(2-bromophenyl)-2-isopropyl-2,3-dihydro-1H-inden-1-one